NC1CCC(CC1)C(C)(C)C1CCC(CC1)N 2,2-bis(4-amino-cyclohexyl)propane